N-(3,4-difluorophenyl)-7'-methyl-1-(5-methyl-1,3,4-oxadiazole-2-carbonyl)-2'H,4'H,7'H-spiro[pyrrolidine-3,3'-pyrrolo[3,4-b][1,4,5]oxathiazepine]-6'-carboxamide 1',1'-dioxide FC=1C=C(C=CC1F)NC(=O)C=1N(C=C2C1OCC1(NS2(=O)=O)CN(CC1)C(=O)C=1OC(=NN1)C)C